N-(2-(isopropyl(methyl)amino)benzyl)-4-(trifluoromethoxy)benzenesulfonamide C(C)(C)N(C1=C(CNS(=O)(=O)C2=CC=C(C=C2)OC(F)(F)F)C=CC=C1)C